N1(C=NC=C1)C1=C(C(=C(C(=C1N1C=NC=C1)N1C=NC=C1)N1C=NC=C1)N1C=NC=C1)N1C=NC=C1 1,2,3,4,5,6-hexa(1H-imidazol-1-yl)benzene